Ethyl 3-(3-cyclopropyl-8-methyl-[1,2,4]triazolo[4,3-a]pyridin-7-yl)-3-(3-(hydroxymethyl)-4-methylphenyl)propanoate C1(CC1)C1=NN=C2N1C=CC(=C2C)C(CC(=O)OCC)C2=CC(=C(C=C2)C)CO